(R)-4-Cyano-N-(6-(4-cyanophenyl)pyrimidin-4-yl)morpholine-2-carboxamide C(#N)N1C[C@@H](OCC1)C(=O)NC1=NC=NC(=C1)C1=CC=C(C=C1)C#N